FC(CN1N=CC=2C1=NC(=CN2)N2CCC1(CC(N(C1)CC1=CC(=NC=C1)C(F)(F)F)=O)CC2)F 8-[1-(2,2-difluoroethyl)-1H-pyrazolo[3,4-b]pyrazin-6-yl]-2-{[2-(trifluoromethyl)pyridin-4-yl]methyl}-2,8-diazaspiro[4.5]decan-3-one